1-(4-difluoromethoxyphenyl)-4-methyl-5-oxo-4,5-dihydro-1H-1,2,4-triazole-3-carboxamide FC(OC1=CC=C(C=C1)N1N=C(N(C1=O)C)C(=O)N)F